7-[4-(dimethylamino)phenyl]-N-(3-methyl-5-isoxazolyl)-1,6-naphthyridine-5-amine CN(C1=CC=C(C=C1)C=1N=C(C=2C=CC=NC2C1)NC1=CC(=NO1)C)C